OB1OCC2=C1C(=C(C=C2)C(=O)N[C@@H](C(C)C)C(=O)OCC2=CC=C(C=C2)F)OC 4-fluorobenzyl (1-hydroxy-7-methoxy-1,3-dihydrobenzo[c][1,2]oxaborole-6-carbonyl)-L-valinate